C1(CC1)S(=O)(=O)N([C@H]1C([C@H](N(C1)C(=O)OC(C)(C)C)CO)(F)F)CC1=CC=C(C=C1)OC tert-Butyl (2R,4R)-4-{(cyclopropanesulfonyl)[(4-methoxyphenyl)methyl]amino}-3,3-difluoro-2-(hydroxymethyl)pyrrolidine-1-carboxylate